3,4-bis(9-phenyl-9H-carbazol-3-yl)cyclobutene-1,2-dione C1(=CC=CC=C1)N1C2=CC=CC=C2C=2C=C(C=CC12)C=1C(C(C1C=1C=CC=2N(C3=CC=CC=C3C2C1)C1=CC=CC=C1)=O)=O